[3-fluoro-5-(1,1,2,2,3,3,3-heptafluoropropyl)-2-pyridyl]-2-[1-(3-methylsulfonylpropyl)tetrazol-5-yl]sulfanyl-5-nitro-benzamide FC=1C(=NC=C(C1)C(C(C(F)(F)F)(F)F)(F)F)C=1C(=C(C(=O)N)C=C(C1)[N+](=O)[O-])SC1=NN=NN1CCCS(=O)(=O)C